5-(allyloxy)-5-oxopentanoic acid C(C=C)OC(CCCC(=O)O)=O